O=NS(=O)=O N-ketosulfonamide